C(C)(C)(C)C1=CC=C(C=C(C(=O)O)C)C=C1 p-tert-butyl-alpha-methyl-cinnamic acid